(S)-3-((7-Ethyl-6-oxo-5,6-dihydro-1,5-naphthyridin-3-yl)methyl)-N-methyl-2,3,4,4a,5,6-hexahydro-1H-pyrazino[1,2-d]pyrido[2,3-b][1,4]oxazepine-9-carboxamide C(C)C=1C(NC=2C=C(C=NC2C1)CN1C[C@H]2N(C3=C(OCC2)N=C(C=C3)C(=O)NC)CC1)=O